bis(2,2-bipyridine) ruthenium (II) dichloride [Ru](Cl)Cl.N1=C(C=CC=C1)C1=NC=CC=C1.N1=C(C=CC=C1)C1=NC=CC=C1